P(=O)([O-])([O-])[O-].O[Cu+].O[Cu+].O[Cu+] hydroxy-copper phosphate